Tert-butyl non-7-ene-2-carboxylate CC(CCCCC=CC)C(=O)OC(C)(C)C